4-(1-(4-(2-chloro-3-(4-(trifluoromethyl)phenoxy)phenyl)-2-oxopyridin-1(2H)yl)ethyl)piperidine-1-carboxylic acid tert-butyl ester C(C)(C)(C)OC(=O)N1CCC(CC1)C(C)N1C(C=C(C=C1)C1=C(C(=CC=C1)OC1=CC=C(C=C1)C(F)(F)F)Cl)=O